[O+]1=C(C(O)=CC=2C(O)=CC(O)=CC12)C1=CC(O)=C(O)C=C1 CYANIDINE